NC1=NC=CC(=C1)C1=CNC=2N=CN=C(C21)NCC2=NC=CC(=N2)N2C[C@H](N[C@H](C2)C)C 5-(2-aminopyridin-4-yl)-N-((4-((3R,5S)-3,5-dimethylpiperazin-1-yl)pyrimidin-2-yl)methyl)-7H-pyrrolo[2,3-d]pyrimidin-4-amine